(S)-tert-Butyl 3-((4-(2-(5-(2-chlorophenylsulfonamido)-2-methylphenoxy)pyridin-3-yl)pyrimidin-2-yl)amino)piperidine-1-carboxylate ClC1=C(C=CC=C1)S(=O)(=O)NC=1C=CC(=C(OC2=NC=CC=C2C2=NC(=NC=C2)N[C@@H]2CN(CCC2)C(=O)OC(C)(C)C)C1)C